OC=1C=C(CCN2C(N(C3=CC=CC=C3C2=O)CC2=CC=C(C(=O)NO)C=C2)=O)C=CC1O 4-((3-(3,4-dihydroxyphenethyl)-2,4-dioxo-3,4-dihydroquinazolin-1(2H)-yl)methyl)-N-hydroxybenzoamide